4-({2',3'-dihydro-1'H-spiro[cyclohexane-1,4'-quinolin]-1'-yl}sulfonyl)-N,N-dimethyl-benzene-1-sulfonamide N1(CCC2(C3=CC=CC=C13)CCCCC2)S(=O)(=O)C2=CC=C(C=C2)S(=O)(=O)N(C)C